C(C)[C@H]1N(C[C@@H](N(C1)C=1C=2N=C(N(C2N(C(N1)=O)C)C[C@H]1OCC[C@H]1O)C)C)[C@H](CC)C1=CC=C(C=C1)C(F)(F)F 6-((2S,5R)-5-ethyl-2-methyl-4-((R)-1-(4-(trifluoromethyl)phenyl)propyl)piperazin-1-yl)-9-(((2R,3R)-3-hydroxytetrahydrofuran-2-yl)methyl)-3,8-dimethyl-3,9-dihydro-2H-purin-2-one